COC1=CC=C(C=C1)[C@H](C)N (S)-1-(4-methoxyphenyl)-ethylamine